(S)-4-(4-propenylpiperazin-1-yl)-2-((4,4-difluoro-1-methylpyrrolidin-2-yl)methoxy)-8-((5-methyl-1H-indazol-4-yl)oxy)quinoline-3-carbonitrile C(=CC)N1CCN(CC1)C1=C(C(=NC2=C(C=CC=C12)OC1=C2C=NNC2=CC=C1C)OC[C@H]1N(CC(C1)(F)F)C)C#N